C1(=CCCC1)C1=C(C=C(C(=C1)OC)OC)OC 1-(cyclopent-1-enyl)-2,4,5-trimethoxybenzene